N1=NC(=CC2=C1C1=C(CCC2)C=CC=C1)N1N=C(N=C1N)NC=1C=NC(=CC1)C=1C=CC2=C(OCO2)C1 1-(6,7-dihydro-5H-benzo[6,7]cyclohepta[1,2-c]pyridazin-3-yl)-N3-(6-(benzo[d][1,3]dioxole-6-yl)pyridine-3-yl)-1H-1,2,4-triazole-3,5-diamine